NCCCNC=1C=C(C=CC1)[C@@H](C(=O)N[C@@H](C(=O)NCC1=C(C=C(C=C1F)O)F)CCCN\C(=N/C(NCC)=O)\N)N1CC2=CC=CC=C2C1 (R)-2-((S)-2-(3-((3-aminopropyl)amino)phenyl)-2-(isoindolin-2-yl)acetamido)-N-(2,6-difluoro-4-hydroxybenzyl)-5-((Z)-2-(ethylcarbamoyl)guanidino)pentanamide